[Ca+2].C(C(O)CC(=O)[O-])(=O)[O-] malic acid, calcium salt